[C@H]12OC[C@H](N(C1)C1=NC=3N(C=C1)N=CC3C(=O)NC=3C(=NN(C3)C3CCC(CC3)CN3CCNCC3)C(F)F)C2 5-((1R,4R)-2-oxa-5-azabicyclo[2.2.1]heptane-5-yl)-N-(3-(difluoromethyl)-1-((1R,4R)-4-(piperazin-1-ylmethyl)cyclohexyl)-1H-pyrazol-4-yl)pyrazolo[1,5-a]pyrimidine-3-carboxamide